[Cr].[Au].[Cr] chromium-gold-chromium